C(C)(=O)NC(NC(C)=O)=O Di-acetyl-urea